C(C)(C)(C)C1OC1 2-tertbutyloxirane